5-((4-(2,3-Dihydroxypropyl)-6-fluoro-1-tosyl-1H-indol-5-yl)oxy)-2-fluorobenzonitrile OC(CC1=C2C=CN(C2=CC(=C1OC=1C=CC(=C(C#N)C1)F)F)S(=O)(=O)C1=CC=C(C)C=C1)CO